(3-(6-(4-(3H-imidazo[4,5-b]pyridin-7-yl)-1H-pyrazol-1-yl)pyridin-3-yl)-4,4,4-trifluorobutyl)-2-cyanoacetamide N1=CNC2=NC=CC(=C21)C=2C=NN(C2)C2=CC=C(C=N2)C(CCC(C(=O)N)C#N)C(F)(F)F